CS(=O)(=O)OCC1=C(C=C(C=C1OC)Br)F 4-bromo-2-fluoro-6-methoxybenzyl methanesulfonate